FC1=C(C(=O)O)C=C(C=C1)C(=O)OC 2-fluoro-5-(methoxycarbonyl)benzoic acid